1,4-di-tert-butyl 2-{1-[5-amino-2-(trifluoromethyl)pyrimidin-4-yl]-1-hydroxyethyl}butanedioate NC=1C(=NC(=NC1)C(F)(F)F)C(C)(O)C(C(=O)OC(C)(C)C)CC(=O)OC(C)(C)C